C(C1=CC=CC=C1)C(C(=O)OC)CS(N)(=O)=O Methyl 2-benzyl-3-sulfamoylpropanoate